N-(1-(3,4-dichlorophenyl)-2-(4-methylpiperazin-1-yl)ethyl)-4-(trifluoromethoxy)benzenesulfonamide ClC=1C=C(C=CC1Cl)C(CN1CCN(CC1)C)NS(=O)(=O)C1=CC=C(C=C1)OC(F)(F)F